4-methoxy-2-methylcyclohexane-1-formaldehyde COC1CC(C(CC1)C=O)C